mononitrometa-xylene [N+](=O)([O-])C1=C(C=CC=C1C)C